3-fluoro-4-(3-(hydroxymethyl)-2,5-dioxo-4-(4-(trifluoromethyl)benzyl)piperazin-1-yl)benzonitrile FC=1C=C(C#N)C=CC1N1C(C(N(C(C1)=O)CC1=CC=C(C=C1)C(F)(F)F)CO)=O